CN(C1=CC=C(C=N1)CN(CCCNC1=CC(=NC2=CC=CC=C12)C1=CC=C(C=C1)OC)C)C N1-((6-(dimethylamino)pyridin-3-yl)methyl)-N3-(2-(4-methoxyphenyl)quinolin-4-yl)-N1-methyl-propane-1,3-diamine